IC=1C(N(C2=CC=NC=C2C1)C)=O 3-iodo-1-methyl-1,6-naphthyridin-2(1H)-one